N-[(6-Amino-2-pyridyl)sulfonyl]-6-cyclopropyl-4-(trifluoromethyl)-2-(2,4,6-trimethylphenoxy)pyridin-3-carboxamid NC1=CC=CC(=N1)S(=O)(=O)NC(=O)C=1C(=NC(=CC1C(F)(F)F)C1CC1)OC1=C(C=C(C=C1C)C)C